[C@H]12CN(C[C@H](CC1)N2)C2=C(C(=NC1=C(C(=NC=C21)C2=CC(=CC1=CC=C(C(=C21)C#C)F)O)F)OC[C@H]2N(CCC2)C)C#N ((1R,5S)-3,8-diazabicyclo[3.2.1]oct-3-yl)-7-(8-ethynyl-7-fluoro-3-hydroxynaphthalen-1-yl)-8-fluoro-2-(((S)-1-methylpyrrolidin-2-yl)methoxy)-1,6-naphthyridine-3-carbonitrile